C(C)(=O)OC(CCC)CCCCCC deca-4-yl acetate